OC1=CC=C2C3=C(C(OC2=C1)=O)C=C(C=C3)NC(CN3CCN(CC3)C)=O N-(3-(hydroxy)-6-oxo-6H-benzo[c]chromen-8-yl)-2-(4-methylpiperazin-1-yl)acetamide